cyclopropoxy-6-cyclopropylimidazo[1,2-b]pyridazine C1(CC1)OC=1N=C2N(N=C(C=C2)C2CC2)C1